N-(3,5-difluoro-4-((6-methoxy-7-(3-(methylamino)propoxy)quinolin-4-yl)oxy)phenyl)-4-ethoxy-2-fluoropyridine-3-carboxamide FC=1C=C(C=C(C1OC1=CC=NC2=CC(=C(C=C12)OC)OCCCNC)F)NC(=O)C=1C(=NC=CC1OCC)F